COC=1C=CC(=C(N)C1)C 5-methoxy-2-methylaniline